norborn-5-ene C12CCC(C=C1)C2